C(C)(C)P(O)(O)O mono-isopropylphosphorous acid